CC1=C(OC2=C(C=C(C=C2C1=O)C)[C@@H](C)NC1=C(C=CC=C1)C(CC#N)=O)C1=CC=CC=C1 3-[2-[[(1R)-1-(3,6-Dimethyl-4-oxo-2-phenyl-chromen-8-yl)ethyl]amino]phenyl]-3-oxo-propanenitrile